C(C)(C)N(C(OC1C(CCCC1)OC(N(C(C)C)C(C)C)=O)=O)C(C)C cyclohexane-1,2-diyl bis(diisopropylcarbamate)